IC1=C(C(=O)O)C=CC(=C1C)C 2-iodo-3,4-dimethylbenzoic acid